ONC(C1=CC=C(C=C1)CC(=O)NC=1C=C2C(=NC=NC2=CC1)NC1=CC=C(C=C1)I)=O N-hydroxy-4-(2-((4-((4-iodophenyl)amino)quinazolin-6-yl)amino)-2-oxoethyl)benzamide